tert-butyl ((4R,7R)-1-oxaspiro[3.5]nonan-7-yl)carbamate O1CCC12CCC(CC2)NC(OC(C)(C)C)=O